4-dicyanomethylene-2-methyl-6-(p-dimethylaminostyryl)-4H-pyran iodide [I-].C(#N)C(=C1C=C(OC(=C1)C=CC1=CC=C(C=C1)N(C)C)C)C#N